C(#N)C(C)(C)NC1=C2C=CN(C2=CC=C1)C(=O)OC(C)(C)C Tert-butyl 4-((2-cyanoprop-2-yl) amino)-1H-indole-1-carboxylate